C(C1=CC=C(C(=O)OO)C=C1)(=O)OO diperoxyterephthalic acid